C(CC#CCCCC)OC=1C=C(OCCN(CCO)CCO)C=C(C1)CCCCCCCCCCCCCCC 2,2'-((2-(3-(oct-3-yn-1-yloxy)-5-pentadecylphenoxy)ethyl)azanediyl)bis(ethan-1-ol)